2-((3-cyano-6-methyl-4-(5-methylthiophene-2-yl)pyridine-2-yl)sulfenyl)-N-(3-fluorophenyl)acetamide C(#N)C=1C(=NC(=CC1C=1SC(=CC1)C)C)SCC(=O)NC1=CC(=CC=C1)F